1,3-dimethoxy-5-methyl-2-nitrobenzene COC1=C(C(=CC(=C1)C)OC)[N+](=O)[O-]